N-((1S)-1-(4-((1,1-dimethyl-2,3-dihydro-1H-inden-2-yl)amino)phenyl)-2,2,2-trifluoroethyl)-N-methylthiomorpholine-4-carboxamide 1,1-dioxide CC1(C(CC2=CC=CC=C12)NC1=CC=C(C=C1)[C@@H](C(F)(F)F)N(C(=O)N1CCS(CC1)(=O)=O)C)C